NC1CCN(CC1)C=1N=C(C=2C(N1)=C(NN2)C(C)C)NCC2=C(C=CC=C2)N2N=C(C=C2)N2CCNCC2 5-(4-aminopiperidin-1-yl)-3-isopropyl-N-(2-(3-(piperazin-1-yl)-1H-pyrazol-1-yl)benzyl)-2H-pyrazolo[4,3-d]pyrimidin-7-amine